2-[5-[3-[3-[6-[8-(1,3-benzothiazol-2-ylcarbamoyl)-3,4-dihydro-1H-isoquinolin-2-yl]-2-tert-butoxycarbonyl-3-pyridyl]-2-methyl-phenoxy]propyl]-2-pyridyl]acetic acid S1C(=NC2=C1C=CC=C2)NC(=O)C=2C=CC=C1CCN(CC21)C2=CC=C(C(=N2)C(=O)OC(C)(C)C)C=2C(=C(OCCCC=1C=CC(=NC1)CC(=O)O)C=CC2)C